C(C)(C)(C)OC(=O)N[C@@H](CCCCNC(OCC1=CC=CC=C1)=O)COC(N(CC=1SC=CC1)CCOC)=O benzyl [(5S)-5-[(tert-butoxycarbonyl)amino]-6-{[(2-methoxyethyl)(2-thienylmethyl)carbamoyl]oxy}hexyl]carbamate